C(#N)C=1C=NN2C1C(=CC(=C2)C=2C=NN(C2)C)C=2C=CC(=NC2)C=2CCN(CC2)C(=O)OC(C)(C)C tert-Butyl 5-(3-cyano-6-(1-methyl-1H-pyrazol-4-yl)pyrazolo[1,5-a]pyridin-4-yl)-3',6'-dihydro-[2,4'-bipyridine]-1'(2'H)-carboxylate